C(CCCCCCCCC)OC(CCC#N)OCCCCCCCCCC 4,4-bis(decyloxy)butyronitrile